(1aRS,7bSR)-5-[2-((Z)-3-ethylaminoprop-1-enyl)-4-fluoro-benzenesulfonylamino]-1,1a,2,7b-tetrahydrocyclopropa-[c]chromene-4-carboxylic acid C(C)NC\C=C/C1=C(C=CC(=C1)F)S(=O)(=O)NC1=CC=C2[C@@H]3[C@H](COC2=C1C(=O)O)C3 |r|